4-[1-(2-Amino-1-phenylethyl)-3-methyl-1H-pyrazol-4-yl]-3-(p-chlorophenyl)-2-pyridinamine NCC(C1=CC=CC=C1)N1N=C(C(=C1)C1=C(C(=NC=C1)N)C1=CC=C(C=C1)Cl)C